1-[(3,4-dimethyl-1,2-oxazol-5-yl)(oxan-4-yl)sulfamoyl]-3-(1,2,3,5,6,7-hexahydro-s-indacen-4-yl)urea Sodium Salt [Na].CC1=NOC(=C1C)N(S(=O)(=O)NC(=O)NC1=C2CCCC2=CC=2CCCC12)C1CCOCC1